S(I)I thio iodide